1-Methyl-5-((R)-3-methyl-morpholin-4-yl)-7-(3-methyl-pyridin-4-yl)-3-(1H-pyrazol-3-yl)-1H-pyrazolo[4,3-b]pyridin CN1N=C(C2=NC(=CC(=C21)C2=C(C=NC=C2)C)N2[C@@H](COCC2)C)C2=NNC=C2